N1(CCCC1)CC(=O)NC=1N=CC2=CC=C(C=C2C1)C1=CN=CS1 2-(pyrrolidin-1-yl)-N-(6-(thiazol-5-yl)isoquinolin-3-yl)acetamide